1,2-difluoro-methylethylene carbonate C1(OC(C(F)O1)(F)C)=O